NC=1N=NC(=CC1OCCC1=CC=C(CNC(CN2CC3(C2)CNC3)=O)C=C1)C1=C(C=CC=C1)O N-(4-(2-((3-amino-6-(2-hydroxyphenyl)pyridazin-4-yl)oxy)ethyl)benzyl)-2-(2,6-diazaspiro[3.3]heptan-2-yl)acetamide